7-bromo-6-fluoro-1-isopropyl-1H-benzo[d]imidazole-5-carboxylate BrC1=C(C(=CC2=C1N(C=N2)C(C)C)C(=O)[O-])F